C(C)(C)(C)OC(NCC=1SC2=C(N1)C=C(C(=C2)OC)OC)=O ((5,6-Dimethoxybenzo[d]thiazol-2-yl)methyl)carbamic acid tert-butyl ester